C1(CC1)OC1=CC=C(C=O)C=C1 4-cyclopropyloxybenzaldehyde